(S)-3-(3-(3-amino-2,5-difluoro-4-methylphenyl)-1,2,4-oxadiazol-5-yl)piperidine-1-carboxylic acid methyl ester COC(=O)N1C[C@H](CCC1)C1=NC(=NO1)C1=C(C(=C(C(=C1)F)C)N)F